sodium oleate salt C(CCCCCCC\C=C/CCCCCCCC)(=O)[O-].[Na+]